FC(C=1C=NN(C1)C1=NC(=NC(=C1)OC)CC1=CC(=CC=C1)C(F)(F)F)F 4-[4-(Difluoromethyl)pyrazol-1-yl]-6-methoxy-2-[[3-(trifluoromethyl)phenyl]methyl]pyrimidine